6-(8-((1,5-dimethyl-1H-pyrazol-4-yl)sulfonyl)-8-azabicyclo[3.2.1]octan-3-yl)-7-methyl-[1,2,4]triazolo[1,5-a]pyridine CN1N=CC(=C1C)S(=O)(=O)N1C2CC(CC1CC2)C=2C(=CC=1N(C2)N=CN1)C